7-chloro-2-iodo-5-methylpyrazolo[1,5-a]pyridine ClC1=CC(=CC=2N1N=C(C2)I)C